N-(4-aminobutyl)-2-(4-isobutylphenyl)propanamide NCCCCNC(C(C)C1=CC=C(C=C1)CC(C)C)=O